NC1=C2C=3C=CC=C(C3C=CC2=CC=C1)[Eu+2] mono(5-aminophenanthryl)europium (III)